(S)-(1-(2-chlorophenyl)-3-oxopent-4-yn-2-yl)carbamic acid tert-butyl ester C(C)(C)(C)OC(N[C@@H](CC1=C(C=CC=C1)Cl)C(C#C)=O)=O